OC(CCCCCCCCCCC(=O)O)CC=CCC=CCCCCC 12-hydroxy-tricosa-14,17-dienoic acid